C1(CC1)N1C=C(C(C2=CC(=C(C=C12)N1CC(CC1)CO)F)=O)CN(CC1=CC(=NC=C1)C)[C@@H]1CN(CCC1)C=1C=NC(=CC1)C 1-cyclopropyl-6-fluoro-7-[3-(hydroxymethyl)pyrrolidin-1-yl]-3-({[(3S)-1-(6-methylpyridin-3-yl)piperidin-3-yl][(2-methylpyridin-4-yl)methyl]amino}methyl)-1,4-dihydroquinolin-4-one